C(C)(C)(C)OC(=O)N1C(C2(CC1)CNCC2)C2=NC=NC=C2OC2=C(C=C(C=C2)F)C2=C(C=CC=C2)C(C)O (5-((5-fluoro-2'-(1-hydroxyethyl)-[1,1'-biphenyl]-2-yl)oxy)pyrimidin-4-yl)-2,7-diazaspiro[4.4]nonane-2-carboxylic acid tert-butyl ester